C1(C=CC=C1)[Ti](C1=C(C(=CC=C1F)NC(C(CC)C)=O)F)(C1=C(C(=CC=C1F)NC(C(CC)C)=O)F)C1C=CC=C1 bis(cyclopentadienyl)bis[2,6-difluoro-3-(2-methylbutyrylamino)phenyl]titanium